ethyl 7-(3-hydroxycyclobutyl)imidazo[1,2-a]pyridine-3-carboxylate OC1CC(C1)C1=CC=2N(C=C1)C(=CN2)C(=O)OCC